C(C)(=O)OC1=C(C=C2C(=N1)C=CS2)Br 6-bromothieno[3,2-b]pyridin-5-yl acetate